6-(7,8-dimethyl-[1,2,4]triazolo[4,3-b]pyridazin-6-yl)-3-(1H-pyrrol-3-yl)-7,8-dihydro-5H-1,6-naphthyridine CC1=C(C=2N(N=C1N1CC=3C=C(C=NC3CC1)C1=CNC=C1)C=NN2)C